tert-butyl (R)-3-(2-fluoro-N-(8-methylisoquinolin-1-yl)-4-(4,4,5,5-tetramethyl-1,3,2-dioxaborolan-2-yl)benzamido)-piperidine-1-carboxylate FC1=C(C(=O)N(C2=NC=CC3=CC=CC(=C23)C)[C@H]2CN(CCC2)C(=O)OC(C)(C)C)C=CC(=C1)B1OC(C(O1)(C)C)(C)C